N,N-dimethyl-N,N-dineopentyl-ammonium fluoride [F-].C[N+](CC(C)(C)C)(CC(C)(C)C)C